3-thiahexane CCSCCC